OC1=C2C(=CNC2=CC=C1)C([C@H]1NCCC1)=O (S)-4-hydroxy-3-prolyl-1H-indole